COC1=CC=C(C=C1)N1N=C(C2=C1CCOC2)C(=O)[O-].[Na+] sodium 1-(4-methoxyphenyl)-1,4,6,7-tetrahydropyrano[4,3-c]pyrazole-3-carboxylate